3-((5-fluoro-6-(piperazin-1-yl)pyridin-3-yl)amino)piperidine-2,6-dione hydrochloride Cl.FC=1C=C(C=NC1N1CCNCC1)NC1C(NC(CC1)=O)=O